BrC1=CC=2C(C=N1)=CN(N2)CC(=O)N 2-(6-bromopyrazolo[4,3-c]pyridin-2-yl)acetamide